(E)-1-methyl-N'-(4-methylbenzylidene)-4-oxo-1,4-dihydroquinoline-3-carbohydrazide CN1C=C(C(C2=CC=CC=C12)=O)C(=O)N/N=C/C1=CC=C(C=C1)C